N1=C(C=NC=C1)NS(=O)(=O)CC N-(pyrazin-2-yl)ethanesulfonamide